(4-(Cyclopropanecarbonyl)piperazin-1-yl)(4-(4,4-difluoropiperidin-1-yl)-6-methoxyquinolin-3-yl)methanone C1(CC1)C(=O)N1CCN(CC1)C(=O)C=1C=NC2=CC=C(C=C2C1N1CCC(CC1)(F)F)OC